NC[C@@H]1C(N=[C-]O1)=O (R)-5-(aminomethyl)-2-oxazolidone